CNC(=O)C1=NC=C(C=C1)C#CC=1C=C2C(N(CC2=CC1)[C@@H](C(NC=1SC=CN1)=O)C1=CC=CC=C1)=O |r| N-Methyl-5-[2-[3-oxo-2-[(1RS)-2-oxo-1-phenyl-2-(thiazol-2-ylamino)ethyl]isoindolin-5-yl]ethynyl]pyridine-2-carboxamide